O[C@@H]1[C@H](CN(CCC1)C(=O)OC(C)(C)C)C tert-butyl (3S,4S)-4-hydroxy-3-methylazepane-1-carboxylate